[1-[4-[methyl(tetra-hydropyran-4-yl)amino]-5-oxido-6,7-dihydro-thieno[3,2-d]pyrimidin-5-ium-2-yl]azetidin-3-yl] 1-methylpyrazole-4-carboxylate CN1N=CC(=C1)C(=O)OC1CN(C1)C=1N=C(C2=C(N1)CC[S+]2[O-])N(C2CCOCC2)C